3-amino-8-((4-(3,3-difluoroazetidin-1-yl)-2-methylphenyl)amino)-2,3-dihydrobenzo[b][1,4]oxazepin-4(5H)-one NC1C(NC2=C(OC1)C=C(C=C2)NC2=C(C=C(C=C2)N2CC(C2)(F)F)C)=O